[5-(4-methanesulfonyl-phenyl)-[1,2,4]triazolo[1,5-a]pyridin-2-yl]-(4-piperazin-1-yl-phenyl)-amine CS(=O)(=O)C1=CC=C(C=C1)C1=CC=CC=2N1N=C(N2)NC2=CC=C(C=C2)N2CCNCC2